(R)-5-(7,8-Dimethyl-[1,2,4]triazolo[1,5-a]pyridin-6-yl)-6-isopropyl-1-(1-(oxetan-3-yl)piperidin-3-yl)-1,3-dihydro-2H-benzo[d]imidazol-2-on CC1=C(C=2N(C=C1C1=CC3=C(N(C(N3)=O)[C@H]3CN(CCC3)C3COC3)C=C1C(C)C)N=CN2)C